C(C(=C)C)(=O)O.FC1=C(C(=C(C(=C1F)F)F)F)N=[N+]=[N-] Perfluorophenylazide Methacrylate